[I].O=C1C(O)=C(O)[C@H](O1)[C@@H](O)CO L-ascorbic acid iodine